N1(CCNCC1)C1=NC=CC=C1NC=1C=NC(=CC1)C(F)(F)F 2-(piperazin-1-yl)-N-(6-(trifluoromethyl)pyridin-3-yl)pyridin-3-amine